azetidin-3-ylmethyl 5-((4-((2-(6-methylpyridin-2-yl)pyrimidin-4-yl)amino)pyrimidin-2-yl)amino)picolinate CC1=CC=CC(=N1)C1=NC=CC(=N1)NC1=NC(=NC=C1)NC=1C=CC(=NC1)C(=O)OCC1CNC1